(Z)-2-(2-methoxyvinyl)-4-methylpyridine CO\C=C/C1=NC=CC(=C1)C